N-[(3S,4S)-1-methyl-3-methyl-4-piperidyl]-6-{3-[4-(ethylsulfonyl)-2-anisidino]-1-propynyl}-1-(2,2,2-trifluoroethyl)-1H-1,3-benzimidazole-4-carboxamide CN1C[C@@H]([C@H](CC1)NC(=O)C1=CC(=CC=2N(C=NC21)CC(F)(F)F)C#CCNC=2C(OC)=CC=C(C2)S(=O)(=O)CC)C